FC=1C=C(C=NC1)C1CC=NN1C(=O)C12CC(C1)(C2)CN2N=CC1=NC(=CC=C12)C#N 1-((3-(5-(5-fluoropyridin-3-yl)-4,5-dihydro-1H-pyrazole-1-carbonyl)bicyclo[1.1.1]-pentan-1-yl)methyl)-1H-pyrazolo[4,3-b]pyridine-5-carbonitrile